Cl.FC(OC1=C(OCC2CNCCC2)C=CC=C1)(F)F 3-((2-(trifluoromethoxy)phenoxy)methyl)piperidine hydrochloride